CS(=O)(=O)/C=C/[C@H](C)NC(=O)C=1C(=NC(=NC1)C1(CC1)C1=CC=CC=C1)OC1=CC=CC=C1 (S,E)-N-(4-(methylsulfonyl)but-3-en-2-yl)-4-phenoxy-2-(1-phenylcyclopropyl)pyrimidine-5-carboxamide